Sulfoacetat S(=O)(=O)(O)CC(=O)[O-]